oxo-1',2',4,6-tetrahydrospiro[cyclopenta[b]furan-5,3'-pyrrolo[2,3-b]pyridine]-2-carboxylic acid O=C1C2(C=3C(=NC=CC3)N1)CC1=C(OC(=C1)C(=O)O)C2